N[C@@H](C(=O)OC)C(C)C methyl (2R)-2-amino-3-methylbutanoate